C(C)(=O)C1=CC=C(S1)C1(CN(C1)C(=O)OC(C)(C)C)OC tert-butyl 3-(5-acetylthiophen-2-yl)-3-methoxyazetidine-1-carboxylate